1-(1Z-hexadecenyl)-2-(9Z,12Z,15Z-octadecatrienoyl)-glycero-3-phospho-(1'-sn-glycerol) CCCCCCCCCCCCCC/C=C\OC[C@H](COP(=O)(O)OC[C@H](CO)O)OC(=O)CCCCCCC/C=C\C/C=C\C/C=C\CC